[18F]C(CCCSCCC(=O)O)\C=C/CCCCCCCC 3-{[(5Z)-4-[18F]fluorotetradeca-5-en-1-yl]sulfanyl}propanoic acid